ethyl 2-(2-(3-(3-(((6-chloropyridin-2-yl)oxy)methyl)-6-cyanopyridin-2-yl)propyl)-5-methyl-4-(4,4,5,5-tetramethyl-1,3,2-dioxaborolan-2-yl)phenyl)acetate ClC1=CC=CC(=N1)OCC=1C(=NC(=CC1)C#N)CCCC1=C(C=C(C(=C1)B1OC(C(O1)(C)C)(C)C)C)CC(=O)OCC